(1s,4s)-4-(3-bromoanilino)-2'-{3-[(3-methylpyridin-4-yl)oxy]propoxy}spiro[cyclohexane-1,1'-indene]-4-carboxylic acid BrC=1C=C(NC2(CCC3(C(=CC4=CC=CC=C34)OCCCOC3=C(C=NC=C3)C)CC2)C(=O)O)C=CC1